N-cyclopropyl-2-(difluoromethoxy)-6-methoxy-4-[7-(6-methoxypyridazin-3-yl)imidazo[1,2-a]pyridin-3-yl]benzamide C1(CC1)NC(C1=C(C=C(C=C1OC)C1=CN=C2N1C=CC(=C2)C=2N=NC(=CC2)OC)OC(F)F)=O